ClC1=C(C=CC=C1)[C@H]1CC[C@H](N1C(C1=CC(=CC(=C1)OC)OC)=O)C(=O)O (2S,5R)-5-(2-chlorophenyl)-1-(3,5-dimethoxybenzoyl)pyrrolidine-2-carboxylic acid